C(C)OC(CNC(=O)C=1SC(=C(C1Br)Cl)Cl)=O N-[(3-bromo-4,5-dichloro-2-thienyl)carbonyl]Glycine ethyl ester